(di-t-butyl-p-methylaminophenyl)palladium(ii) chloride C(C)(C)(C)C=1C(=C(C=CC1NC)[Pd]Cl)C(C)(C)C